ethyl 2-[2-({2-[3-(1-acetylpiperidin-4-yl)-5'-fluoro-1'-methyl-[4,6'-biindazol]-1-yl] acetamido}methyl)-1,3-thiazol-4-yl]acetate C(C)(=O)N1CCC(CC1)C1=NN(C=2C=CC=C(C12)C1=C(C=C2C=NN(C2=C1)C)F)CC(=O)NCC=1SC=C(N1)CC(=O)OCC